3-[(2-Ethyl-4-ethylaminophenoxymethylthio)methyl]-1H-1,2,4-triazol-5(4H)-one C(C)C1=C(OCSCC2=NNC(N2)=O)C=CC(=C1)NCC